N[C@@H]1CNCCC1 (3S)-3-aminopiperidin